NC=1C=CC(=C(C1)NC(C)=O)S(=O)(=O)C N-(5-amino-2-(methylsulfonyl)phenyl)acetamide